4-Iodo-3-methoxy-N-methylpyridin-2-amine IC1=C(C(=NC=C1)NC)OC